succinic acid-monosodium salt [Na+].C(CCC(=O)O)(=O)[O-]